2,4,4-TRIMETHYLPENT-1-ENE CC(=C)CC(C)(C)C